2-(4-(4-((4-((3-aminopropyl)amino)butyl)amino)butyl)phenyl)-3,7-dihydroxy-8-methoxy-4H-chromen-4-one trihydrochloride Cl.Cl.Cl.NCCCNCCCCNCCCCC1=CC=C(C=C1)C=1OC2=C(C(=CC=C2C(C1O)=O)O)OC